ClC1=CC=C(C2=C1C=C(O2)F)COC2=CC=CC(=N2)C2CCC(CC2)CC(=O)O 2-((1r,4r)-4-(6-((4-chloro-2-fluorobenzofuran-7-yl)methoxy)pyridin-2-yl)cyclohexyl)acetic acid